4-(7-bromo-2-hydroxynaphthalen-1-yl)-6-fluoro-3-(5-methylpyridin-2-yl)-1H-isochromen-1-one BrC1=CC=C2C=CC(=C(C2=C1)C1=C(OC(C2=CC=C(C=C12)F)=O)C1=NC=C(C=C1)C)O